1-((3-Iodophenyl)amino)-3-azabicyclo[3.1.1]heptane-2,4-dione IC=1C=C(C=CC1)NC12C(NC(C(C1)C2)=O)=O